COC([C@H]1N(CCC1)CC=1C(=CC2=C(N=C(O2)C=2C(=C(C=CC2)C2=C(C(=CC=C2)C=2OC3=C(CN(CC3)C)N2)C)C)C1)OC(F)F)=O ((6-(difluoromethoxy)-2-(2,2'-dimethyl-3'-(5-methyl-4,5,6,7-tetrahydrooxazolo[4,5-c]pyridin-2-yl)-[1,1'-biphenyl]-3-yl)benzo[d]oxazol-5-yl)methyl)-L-proline methyl ester